N-(1-benzyl-3-bromo-1H-pyrazolo[3,4-d]pyrimidin-6-yl)-N-(2,4-dimethoxybenzyl)acetamide C(C1=CC=CC=C1)N1N=C(C=2C1=NC(=NC2)N(C(C)=O)CC2=C(C=C(C=C2)OC)OC)Br